3-[3-(4-fluorophenyl)-1-isopropyl-1H-indol-2-yl]-acrolein FC1=CC=C(C=C1)C1=C(N(C2=CC=CC=C12)C(C)C)C=CC=O